tert-butyl (R)-5-((1R,2R)-2-(hydroxymethyl)cyclopropyl)-5-methoxypentanoate OC[C@H]1[C@@H](C1)[C@@H](CCCC(=O)OC(C)(C)C)OC